FC=1C(=CC(=NC1)NC1=NC=CC(=C1)CSC)I 5-fluoro-4-iodo-N-(4-((methylthio)methyl)pyridin-2-yl)pyridin-2-amine